[Cl-].ClC1=CC=C(N=N1)N1N=CN=C1[C@H](C)[NH3+] [(1S)-1-[2-(6-chloropyridazin-3-yl)-1,2,4-triazol-3-yl]ethyl]ammonium chloride